tert-butyl 4-[(4-ethynyl-1-piperidyl) methyl]-4-fluoro-piperidine-1-carboxylate C(#C)C1CCN(CC1)CC1(CCN(CC1)C(=O)OC(C)(C)C)F